NC1=NN2C(C=C(C=C2)C=2C(=C(C(=O)NCC[C@H](O)C3=CC=C(C=C3)Cl)C(=CC2)Cl)F)=N1 (S)-3-(2-amino-[1,2,4]triazolo[1,5-a]pyridin-7-yl)-6-chloro-N-(3-(4-chlorophenyl)-3-hydroxypropyl)-2-fluorobenzamide